Bis(methacryloyloxyethyl)hydrogenphosphat C(C(=C)C)(=O)OCCOP(=O)(O)OCCOC(C(=C)C)=O